((2R,3R,4R,5R)-4-acetoxy-5-(6-chloro-4-((3aR,6aS)-hexahydrocyclopenta[c]pyrrol-2(1H)-yl)-1H-pyrazolo[3,4-d]pyrimidin-1-yl)-3-cyclopropyl-3-hydroxytetrahydrofuran-2-yl)methyl benzoate C(C1=CC=CC=C1)(=O)OC[C@H]1O[C@H]([C@@H]([C@@]1(O)C1CC1)OC(C)=O)N1N=CC=2C1=NC(=NC2N2C[C@@H]1[C@H](C2)CCC1)Cl